N-[4-(3-Cyanophenyl)-5-(2,6-dimethyl-4-pyridyl)thiazol-2-yl]-3-oxo-2,9-diazaspiro[5.5]undecane-9-carboxamide C(#N)C=1C=C(C=CC1)C=1N=C(SC1C1=CC(=NC(=C1)C)C)NC(=O)N1CCC2(CCC(NC2)=O)CC1